ClC1=CC(=C(COC2=NC(=NC=C2)C=2CCNCC2)C=C1)F 4-(4-chloro-2-fluorobenzyloxy)-2-(1,2,3,6-tetrahydropyridin-4-yl)pyrimidine